COC1CC(C1)C(=O)NC(NC1=CC(=C(C=C1)OC=1SC(=CN1)C(F)(F)F)C)=O 3-Methoxy-N-((3-methyl-4-((5-(trifluoromethyl)thiazol-2-yl)oxy)phenyl)carbamoyl)cyclobutane-1-carboxamide